CS(=O)(=O)N1CCC=CC1 1-(methylsulfonyl)-1,2,3,6-tetrahydropyridin